F[C@H]1C[C@H](C1)OC1=CC=C(C=O)C=C1 4-((cis)-3-fluorocyclobutoxy)benzaldehyde